N-((4-methoxybenzyl)oxy)-N-methyl-5-((5-(4-(trifluoromethyl)phenyl)oxazol-2-yl)amino)pyridine-2-sulfonamide COC1=CC=C(CON(S(=O)(=O)C2=NC=C(C=C2)NC=2OC(=CN2)C2=CC=C(C=C2)C(F)(F)F)C)C=C1